tert-butyl 2-(8-(benzyloxy)-[1,2,4]triazolo[1,5-a]pyridin-6-yl)acetate C(C1=CC=CC=C1)OC=1C=2N(C=C(C1)CC(=O)OC(C)(C)C)N=CN2